1-Bromo-3-chloro-5-nitrobenzoic acid BrC1(C(=O)O)CC(=CC(=C1)[N+](=O)[O-])Cl